C(C)OC(=O)CN1CCN(CCN(CCN(CCCC1)CC(=O)OCC)CC(=O)OCC)CC(=O)OCC 1,4,7,10-tetrakis(ethoxycarbonylmethyl)-1,4,7,10-tetraazacyclotetradecane